6-[[4-(trifluoromethyl)triazol-2-yl]methyl]-2-azaspiro[3.3]heptane FC(C1=NN(N=C1)CC1CC2(CNC2)C1)(F)F